COC(\C(\C(=O)C)=C/C1=CC(=CC=C1)[N+](=O)[O-])=O (2Z)-2-(3-nitrophenylmethylene)acetoacetic acid methyl ester